6-{3-(1-Isopropyl-1H-pyrazol-3-yl)-1,4,6-triazabicyclo[3.3.0]octa-2,4-dien-2-yl}-3H-quinazolin C(C)(C)N1N=C(C=C1)C1=C(N2CCNC2=N1)C1=CC2=CNCN=C2C=C1